BOC-L-METHIONINAL C(=O)(OC(C)(C)C)N[C@@H](CCSC)C=O